4-(3-(1-((tert-butyldimethylsilyl)oxy)cyclopropyl)-5-(4-fluoro-2,6-dimethylphenoxy)phenyl)-N-ethyl-6-methyl-7-oxo-6,7-dihydro-1H-pyrrolo[2,3-c]pyridine-2-carboxamide [Si](C)(C)(C(C)(C)C)OC1(CC1)C=1C=C(C=C(C1)OC1=C(C=C(C=C1C)F)C)C=1C2=C(C(N(C1)C)=O)NC(=C2)C(=O)NCC